methyl 4-[(3S,5S)-4-tert-butoxy carbonyl-3,5-dimethyl-piperazin-1-yl]-3-chloro-2-methoxy-pyrazolo[1,5-a]pyridine-7-carboxylate C(C)(C)(C)OC(=O)N1[C@H](CN(C[C@@H]1C)C=1C=2N(C(=CC1)C(=O)OC)N=C(C2Cl)OC)C